FCC12OCC(C1)(C2)C(C)=O 1-(1-(fluoromethyl)-2-oxabicyclo[2.1.1]hexan-4-yl)ethan-1-one